N-(4-methylbenzenesulfonyloxy)-7-oxabicyclo[2.2.1]hept-5-ene-2,3-dicarboximide CC1=CC=C(C=C1)S(=O)(=O)ON1C(=O)C2C3C=CC(C2C1=O)O3